N-(6-fluoro-2,3,4,9-tetrahydro-1H-carbazol-1-yl)-5-(furan-2-yl)-1H-pyrazole-3-carboxamide FC=1C=C2C=3CCCC(C3NC2=CC1)NC(=O)C1=NNC(=C1)C=1OC=CC1